2-isopropylpyrazolo[1,5-d][1,2,4]triazin-4(5H)-one C(C)(C)C1=NN2C=NNC(C2=C1)=O